OC(C)(C)C1=CC=C(C(=O)O)C=C1 4-(1-hydroxy-1-methylethyl)benzoic acid